S1C=NC2=C1C=C(C=C2)C2=CC(=NC(=N2)C)NC[C@H]2CN(CCC2)C(=O)OC(C)(C)C 1,1-dimethylethyl (3S)-3-({[6-(1,3-benzothiazol-6-yl)-2-methylpyrimidin-4-yl]amino}methyl)piperidine-1-carboxylate